(±)-cis-N-(8-amino-6-(5-amino-4-ethylpyridin-3-yl)isoquinolin-3-yl)-2-fluorocyclopropanecarboxamide NC=1C=C(C=C2C=C(N=CC12)NC(=O)[C@H]1[C@H](C1)F)C=1C=NC=C(C1CC)N |r|